C(CCCCCCC\C=C/CCCCCCCC)(=O)C(OP(OC[C@@H](CO)O)(=O)[O-])(C[N+](C)(C)C)C(CCCCCCC\C=C/CCCCCCCC)=O dioleoyl-sn-glycero-3-phosphocholine